[Cl-].C(CCCCCCCCCCC)[N+](CC(CC(C(COCC(C(CC(C[N+](CCCCCCCCCCCC)(C)C)O)[N+](C)(C)C)O)O)[N+](C)(C)C)O)(C)C.[Cl-].[Cl-].[Cl-] 3-(dodecyldimethylammonio)-2-hydroxypropyl-2-hydroxy-3-(trimethylammonio)propylether Chlorid